C(C)(C)(C)OC(C)=O acetic acid (S)-tert-butyl ester